bis(triphenylphosphine) palladium (II) salt [Pd+2].C1(=CC=CC=C1)P(C1=CC=CC=C1)C1=CC=CC=C1.C1(=CC=CC=C1)P(C1=CC=CC=C1)C1=CC=CC=C1